ClC=1C=CC(=C(C(=O)N[C@H](C(=O)NCC2=CC=C(C=C2)OC)CCCNC(CF)=N)C1)OC (S)-5-Chloro-N-(5-(2-fluoroacetimidamido)-1-((4-methoxybenzyl)amino)-1-oxopentan-2-yl)-2-methoxybenzamide